N(=[N+]=[N-])CC1(CC(C1)CN1C(C2=CC=CC=C2C1CC1=NC=CC=C1Br)=O)O 2-((3-(azidomethyl)-3-hydroxycyclobutyl)methyl)-3-((3-bromopyridin-2-yl)methyl)isoindolin-1-one